iminodisuccinate magnesium [Mg+2].N(C(C(=O)[O-])CC(=O)[O-])C(C(=O)[O-])CC(=O)[O-].[Mg+2]